NC=1C2=C(N=CN1)C(=NC(=C2)NCCOC)C=2C(=C(C=CC2C)O)C (R)-3-(4-amino-6-((2-methoxyethyl)amino)pyrido[3,4-d]pyrimidin-8-yl)-2,4-dimethylphenol